C(C)(C)(C)OOC(CCCCCCC)(CCC(CCCCCCC)(C)OOC(C)(C)C)C 8,11-bis(t-butylperoxy)-8,11-dimethyloctadecane